(1R,5S,6r)-6-(5-methyl-4,5-dihydro-1,2-oxazol-3-yl)-3-azabicyclo[3.1.0]Hexane CC1CC(=NO1)C1[C@H]2CNC[C@@H]12